FC1=C(COC2=CC=CC(=N2)C2CCN(CC2)CC2=NC3=C(N2C[C@H]2OCC2)C=C(C=C3)C(=O)O)C=CC(=C1)C=1N=NN(C1)C1COC1 (S)-2-((4-(6-((2-fluoro-4-(1-(oxetan-3-yl)-1H-1,2,3-triazol-4-yl)benzyl)oxy)pyridin-2-yl)piperidin-1-yl)methyl)-1-(oxetan-2-ylmethyl)-1H-benzo[d]imidazole-6-carboxylic acid